C(C)OC(=O)N1CC2(CC(C2)N2CCC(CC2)C2=CC=NN2C)CC1 Ethyl-2-[4-(1-methyl-1H-pyrazol-5-yl)piperidin-1-yl]-6-azaspiro[3.4]-octan-6-carboxylat